C(C1=CC=CC=C1)N1C[C@@H]2[C@H](C1)CN(C2)C(CN2C[C@@H](CCC2)NC=2N=NC(=C(C2)C)C2=C(C=C(C=C2)C(F)(F)F)O)=O 1-((3aR,6aS)-5-benzylhexahydropyrrolo[3,4-c]pyrrol-2(1H)-yl)-2-((R)-3-((6-(2-hydroxy-4-(trifluoromethyl)phenyl)-5-methylpyridazin-3-yl)amino)piperidin-1-yl)ethan-1-one